1-((S)-1-(2-((S*)-1-Amino-3-(1-(trifluoromethyl)cyclopropyl)propyl)imidazo[1,2-b]pyridazin-7-yl)-2-methoxyethyl)-5,5-difluorotetrahydropyrimidin-2(1H)-one N[C@@H](CCC1(CC1)C(F)(F)F)C=1N=C2N(N=CC(=C2)[C@@H](COC)N2C(NCC(C2)(F)F)=O)C1 |o1:1|